Chroman-6-amine O1CCCC2=CC(=CC=C12)N